C(C)(C)C1SCC(=N1)C 2-ISOPROPYL-4-METHYL-3-THIAZOLINE